phenyltriisopropyl-ammonium chloride [Cl-].C1(=CC=CC=C1)[N+](C(C)C)(C(C)C)C(C)C